ClC1=C(C=CC=C1)C=1N=C(SC1)N(\N=C\C1=C(C(=O)[O-])C=CC=C1)C (E)-2-((2-(4-(2-chlorophenyl)thiazol-2-yl)-2-methylhydrazono)methyl)benzoate